C(=O)=C1NC=CC2=C(C=CC=C12)C=1N(C(=CN1)C(F)(F)F)C(=O)NC1=CC(=NC=C1)C(F)(F)F (1-carbonyl-1,2-dihydro-isoquinolin-5-yl)-5-(trifluoromethyl)-N-(2-(trifluoromethyl)pyridin-4-yl)-1H-imidazole-1-carboxamide